methyl 8-methyl-5,6-dihydrobenzo[f]imidazo[1,5-d][1,4]oxazepine-10-carboxylate CC1=CC(=CC=2C=3N(CCOC21)C=NC3)C(=O)OC